[N+](=[N-])=NC1=CC=C(C2=CC=C(N=[N+]=[N-])C=C2)C=C1 bis(diazo)benzidine